(R)-N-(2-isopropoxy-4-morpholinophenyl)-5-(piperidin-3-ylamino)pyrazolo[1,5-a]pyrimidine-3-carboxamide trifluoroacetate salt FC(C(=O)O)(F)F.C(C)(C)OC1=C(C=CC(=C1)N1CCOCC1)NC(=O)C=1C=NN2C1N=C(C=C2)N[C@H]2CNCCC2